6-(propan-2-yl)-9-[4-(trifluoromethyl)phenyl]-9H-carbazole-3-carboxylic acid CC(C)C=1C=C2C=3C=C(C=CC3N(C2=CC1)C1=CC=C(C=C1)C(F)(F)F)C(=O)O